COC(CN1[C@@H](CN(C[C@@H]1C)C(=O)OC(C)(C)C)C)=O tert-butyl (3r,5s)-4-(2-methoxy-2-oxoethyl)-3,5-dimethylpiperazin-1-carboxylate